8-[2-[4-amino-7-[(2R,3R,4S,5R)-3,4-dihydroxy-5-[(sulfamoylamino)methyl]tetrahydrofuran-2-yl]pyrrolo[2,3-d]pyrimidin-5-yl]ethynyl]-7-fluoro-4-methyl-2,3-dihydro-1,4-benzoxazine NC=1C2=C(N=CN1)N(C=C2C#CC2=C(C=CC=1N(CCOC12)C)F)[C@@H]1O[C@@H]([C@H]([C@H]1O)O)CNS(N)(=O)=O